(S)-2-(5-(3-((2-Chloro-5-((3,5-dimethyl-1-(trifluoromethyl)-1H-pyrazol-4-yl)ethynyl)pyridin-4-yl)amino)butoxy)-1,3-dimethyl-1H-pyrazol-4-yl)pyrimidin-4-amine ClC1=NC=C(C(=C1)N[C@H](CCOC1=C(C(=NN1C)C)C1=NC=CC(=N1)N)C)C#CC=1C(=NN(C1C)C(F)(F)F)C